COC1=CC=C(C=N1)OC1CCN(CC1)C1=C(C=C(N=N1)C(=O)N[C@@H]1CC=2C=CC=NC2CC1)C (S)-6-(4-((6-methoxypyridin-3-yl)oxy)piperidin-1-yl)-5-methyl-N-(5,6,7,8-tetrahydroquinolin-6-yl)pyridazine-3-carboxamide